2,3,4,7-Tetrahydro-1,3-oxazepine O1CNCC=CC1